N-[1-[5-(2,6-dioxo-3-piperidinyl)-2-pyridinyl]-4-piperidinyl]-N-methyl-carbamic acid tert-butyl ester C(C)(C)(C)OC(N(C)C1CCN(CC1)C1=NC=C(C=C1)C1C(NC(CC1)=O)=O)=O